1H,2H,3H,4H-thieno[2,3-d]pyrimidine-6-carboxylate N1CNCC2=C1SC(=C2)C(=O)[O-]